N1=CC=C(C=C1)C1=CC=C(C=C1)C1=CC=NC=C1 1,4-di(pyridine-4-yl)benzene